C(#N)C=1C=NN2C1C(=CC(=C2)C=2C=NN(C2)C)C=2C=CC(=NC2)N2C[C@@H]1C([C@@H]1C2)NC(C(C)C)=O N-((1R,5S,6s)-3-(5-(3-cyano-6-(1-methyl-1H-pyrazol-4-yl)pyrazolo[1,5-a]pyridin-4-yl)pyridin-2-yl)-3-azabicyclo[3.1.0]hexan-6-yl)isobutyramide